C1(=CC=CC=C1)C1(CCN(CC1)C(=O)OC(C)(C)C)NS(=O)(=O)C1=CC=C(C=C1)OC(F)(F)F tert-butyl 4-phenyl-4-[[4-(trifluoromethoxy)phenyl]sulfonylamino]piperidine-1-carboxylate